(6-(3-(3-chloro-2-fluorophenylsulphonamido)-2,6-difluorophenyl)quinazolin-2-yl)pivaloamide ClC=1C(=C(C=CC1)S(=O)(=O)NC=1C(=C(C(=CC1)F)C=1C=C2C=NC(=NC2=CC1)CC(C(=O)N)(C)C)F)F